1-Methyl-2-(6-trifluoromethoxy-benzothiazol-2-ylamino)-1H-benzo-imidazole-5-carboxylic acid (2-methoxy-ethyl)-amide COCCNC(=O)C1=CC2=C(N(C(=N2)NC=2SC3=C(N2)C=CC(=C3)OC(F)(F)F)C)C=C1